(1S,3aR,6aS)-N-((S,E)-4-fluoro-4-(methylsulfonyl)-1-((S)-2-oxopyrrolidin-3-yl)but-3-en-2-yl)-2-(9-hydroxy-9H-fluorene-9-carbonyl)octahydrocyclopenta[c]pyrrole-1-carboxamide F\C(=C/[C@H](C[C@H]1C(NCC1)=O)NC(=O)[C@H]1N(C[C@H]2[C@@H]1CCC2)C(=O)C2(C1=CC=CC=C1C=1C=CC=CC21)O)\S(=O)(=O)C